N1(CCCCC1)C1=NC=2C(=CC=CC2C=2N1C=NN2)C(C)NC2=C(C(=O)O)C=CC=C2 2-((1-(5-(piperidin-1-yl)-[1,2,4]triazolo[4,3-c]quinazolin-7-yl)ethyl)amino)benzoic acid